CC1=CC=C(C=C1)C1=CC=C(C=C1)[C@H](C)N (S)-1-(4'-methyl-[1,1'-biphenyl]-4-yl)ethan-1-amine